(1R,3S,7R,8R,10S,13R)-5-ethoxy-5,7,9,9,13-pentamethyl-4,6-dioxatetracyclo[6.5.1.01,10.03,7]tetradecane C(C)OC1(O[C@H]2C[C@@]34[C@H](C([C@H]([C@]2(O1)C)C4)(C)C)CC[C@H]3C)C